5-(3-cyano-6-(1-methyl-1H-pyrazol-4-yl)pyrazolo[1,5-a]pyrazin-4-yl)pyridin C(#N)C=1C=NN2C1C(=NC(=C2)C=2C=NN(C2)C)C=2C=CC=NC2